C(C)(=O)C=1C=C(C=C2C(N(C(=NC12)[C@@H]1OCCCC1)C1CC1)=O)F (R)-8-acetyl-3-cyclopropyl-6-fluoro-2-(tetrahydro-2H-pyran-2-yl)quinazolin-4(3H)-one